1-(3-oxopiperazin-1-yl)-4-(2,4,5-trifluorophenyl)butane-1,3-dione O=C1CN(CCN1)C(CC(CC1=C(C=C(C(=C1)F)F)F)=O)=O